OCC=1C=C(C=CC1OC(F)(F)F)B(O)O [3-(hydroxymethyl)-4-(trifluoromethoxy)phenyl]boronic acid